dibenzothiophen-2-yl-boric acid C1=C(C=CC=2SC3=C(C21)C=CC=C3)OB(O)O